C(C1=CC=CC=C1)OC(C(C)(C)NC1=C(C=C(C(=N1)C(=O)NNC([C@](CC=C)(C(F)(F)F)OCC1=CC=CC=C1)=O)[N+](=O)[O-])C(F)(F)F)CC=C 6-[(2-benzyloxy-1,1-dimethyl-pent-4-enyl)amino]-N'-[(2R)-2-benzyloxy-2-(trifluoromethyl)pent-4-enoyl]-3-nitro-5-(trifluoromethyl)pyridine-2-carbohydrazide